FC=1C=C(C=C2C(=NN(C12)C1OCCCC1)I)O[C@@H](CCNC(OCC1=CC=CC=C1)=O)C Benzyl N-[(3R)-3-(7-fluoro-3-iodo-1-tetrahydropyran-2-yl-indazol-5-yl)oxybutyl]carbamate